(S)-quinuclidin-3-yl ((R)-7-fluoro-2,2-dimethyl-6-(3-propylphenyl)-1,2,3,4-tetrahydronaphthalen-1-yl)carbamate FC1=C(C=C2CCC([C@H](C2=C1)NC(O[C@@H]1CN2CCC1CC2)=O)(C)C)C2=CC(=CC=C2)CCC